ClC=1C=C(C=C(C1)OCC1=C(C=CC=C1)F)C=1C(N(C=C(C1)C=1C(NC(NC1)=O)=O)C=1C=NC=CC1)=O 5-(3-(3-Chloro-5-((2-fluorobenzyl)oxy)phenyl)-2-oxo-2H-[1,3'-bipyridin]-5-yl)pyrimidine-2,4(1H,3H)-dione